propenyl sulfite S(=O)(OC=CC)[O-]